6-(4-fluorophenyl)-5-iodotetrazolo[1,5-a]pyrazin-8-amine FC1=CC=C(C=C1)C=1N=C(C=2N(C1I)N=NN2)N